4-(4-methyl-piperazin-1-ylmethyl)-N-[4-methyl-3-(4-Pyridin-3-yl-pyrimidin-2-ylamino)-phenyl]-benzamide CN1CCN(CC1)CC1=CC=C(C(=O)NC2=CC(=C(C=C2)C)NC2=NC=CC(=N2)C=2C=NC=CC2)C=C1